C(C)C=1N=CSC1 4-ethyl-1,3-thiazol